sodium hydrogen phosphate, hydrate O.P(=O)(O)([O-])[O-].[Na+].[Na+]